NC1=NC=2C=C(C(=CC2C2=C1COC2)C(=O)N(CCOC(F)(F)F)[C@H](C)C2=NC=C(C=N2)F)F 4-amino-7-fluoro-N-((1R)-1-(5-fluoro-2-pyrimidinyl)ethyl)-N-(2-(trifluoromethoxy)ethyl)-1,3-dihydrofuro[3,4-c]quinoline-8-carboxamide